COC1=CC=C(C=C1)S(=O)(=O)NN=C1CC2COCC(C1)N2C(=O)OC(C)(C)C tert-butyl 7-(2-((4-methoxyphenyl) sulfonyl) hydrazineylidene)-3-oxa-9-azabicyclo[3.3.1]nonane-9-carboxylate